N1(CCOCC1)CC1=CC=C(C=C1)N(N)C(=O)[O-] 1-(4-(Morpholinylmethyl)phenyl)hydrazine-1-carboxylate